2-(p-dimethylaminobenzoyl)styrene Ethyl-(s)-1-((1-((4-((2-bromophenoxy)methyl)phenyl)amino)-6-(dimethylamino)-1-oxohexan-2-yl)carbamoyl)cyclobutane-1-carboxylate C(C)OC(=O)C1(CCC1)C(N[C@H](C(=O)NC1=CC=C(C=C1)COC1=C(C=CC=C1)Br)CCCCN(C)C)=O.CN(C1=CC=C(C(=O)C2=C(C=C)C=CC=C2)C=C1)C